N-methyl-aminobutyric acid CNC(C(=O)O)CC